Cl.CN(C1=CC=C2C=CC=NC2=C1)[C@@H]1CNCC1 (S)-N-methyl-N-(pyrrolidin-3-yl)quinolin-7-amine hydrochloride